C(CCCCCCCCCCCCCCCCC)/C(/C(=O)[O-])=C\C(=O)[O-] Stearylfumarat